CC1(CC(=NO1)SC(NCC)=NCC)C 2-(5,5-dimethyl-4H-isoxazol-3-yl)-1,3-diethyl-isothiourea